C(N)(=O)C[C@@]1([C@@H](O[C@@H]([C@H]1O)CO)N1C(=O)NC(=O)C=C1)O 2'-carbamoylmethyluridine